Cl.CN1N=C(C2=CC=C(C=C12)OC1CCNCC1)C1C(NC(CC1)=O)=O 3-[1-Methyl-6-(4-piperidyloxy)indazol-3-yl]piperidine-2,6-dione hydrochloride